N-[(1S,2S)-2-Hydroxycyclopentyl]-2-(1-methyl-1H-pyrazol-4-yl)-3-oxo-6-[4-(trifluoromethyl)phenyl]-2,3-dihydropyridazine-4-carboxamide O[C@@H]1[C@H](CCC1)NC(=O)C=1C(N(N=C(C1)C1=CC=C(C=C1)C(F)(F)F)C=1C=NN(C1)C)=O